N-tert-butyl-3-[(5-methyl-2-{[4-(2-pyrrolidin-1-ylethoxy)phenyl]amino}pyrimidin-4-yl)amino]benzenesulfonamide C(C)(C)(C)NS(=O)(=O)C1=CC(=CC=C1)NC1=NC(=NC=C1C)NC1=CC=C(C=C1)OCCN1CCCC1